C(N)(=O)C1=[N+](C=CC(=C1)NC(=O)[C@@H]1O[C@]([C@H]([C@H]1C1=C(C(=C(C=C1)F)F)OC)C)(C(F)(F)F)C)C |o1:12,14,15,16| rel-2-carbamoyl-4-((2R,3S,4S,5R)-3-(3,4-difluoro-2-methoxyphenyl)-4,5-dimethyl-5-(trifluoromethyl)tetrahydrofuran-2-carboxamido)-1-methylpyridinium